OCC1=CC2=C(N=C(O2)C2=C3C=C(N=CC3=C(N=C2)NC)C2(CC2)C(=O)N)C=C1 (5-(6-(hydroxymethyl)benzo[d]oxazol-2-yl)-8-(methylamino)-2,7-naphthyridin-3-yl)cyclopropanecarboxamide